COC1=CC=C(C=2C=CNC12)C#N 7-Methoxy-1H-indole-4-carbonitrile